C(C)O\N=C(/N)\C1=NC(=C(N=C1)S(NC)(=O)=O)C1=NC2=C(N1C)C=CC(=C2)C(F)(F)F (Z)-N'-ethoxy-6-(1-methyl-5-(trifluoromethyl)-1H-benzo[d]imidazol-2-yl)-5-(N-methylsulfamoyl)pyrazine-2-carboximidamide